Cl.COC=1C=CC(=C2C=CN=CC12)NC(C1=CC=C(C=C1)N1CCN(CC1)C)=O N-(8-methoxyisoquinolin-5-yl)-4-(4-methylpiperazin-1-yl)benzamide hydrochloride